C(CC)(=O)OC1=C(C(=C(C(=C1)C(C)(C)C)O)C(C)(C)C)C1CC(N(C(C1)(C)C)CCOC(CCC1=CC(=C(C(=C1)C(C)(C)C)O)C(C)(C)C)=O)(C)C 1-[(3,5-di-t-butyl-4-hydroxyphenyl) propionyloxyethyl]-2,2,6,6-tetramethyl-4-piperidyl-(3,5-di-t-butyl-4-hydroxyphenyl) propionate